(R)-(±)-2-(2-Chlorophenyl)-2-(methylamino)cyclohexan-1-one ClC1=C(C=CC=C1)[C@]1(C(CCCC1)=O)NC |r|